2,2,2-trifluoro-N-(5-methyl-2-nitro-phenyl)acetamide FC(C(=O)NC1=C(C=CC(=C1)C)[N+](=O)[O-])(F)F